C=12CNCCOCCNCC(C=CC1)=N2 6-oxa-3,9,15-triaza-bicyclo[9.3.1]pentadeca-1(14),11(15),12-triene